C(CCCCC(C)C)SC(C(=O)[O-])C.C(CCCCC(C)C)SC(C(=O)[O-])C.C(CCC)[Sn+2]CCCC dibutyltin bis(isooctyl mercaptopropionate)